C(C=C)(=O)O.C1(OCCO1)=O ethylene carbonate acrylate